2-bromo-6-(4-(3-hydroxypropyl)piperidin-1-yl)benzaldehyde BrC1=C(C=O)C(=CC=C1)N1CCC(CC1)CCCO